[N+]=1(C(=CC=CC1)C=1[N+](=CC=CC1)[O-])[O-] bipyridine-N,N'-dioxide